2-(2-fluorobenzyl)-4-methylaniline FC1=C(CC2=C(N)C=CC(=C2)C)C=CC=C1